(5-Chlorooxazolo[4,5-b]pyridin-2-yl)-(1H-imidazol-5-ylmethyl)amine ClC1=CC=C2C(=N1)N=C(O2)NCC2=CN=CN2